5-Bromo-4-(trifluoromethyl)pyridin-2-amine BrC=1C(=CC(=NC1)N)C(F)(F)F